FC(C1(CC1)NC1=CC=C(C=C1)C1CNC1)(F)F 3-[4-[[1-(Trifluoromethyl)cyclopropyl]amino]phenyl]azetidine